C(CCC)(=O)O[C@@H]1[C@](O[C@H](C1)N1C2=NC(=NC(=C2N=C1)N)F)(CO)C#C (2R,3S,5R)-5-(6-amino-2-fluoro-9H-purin-9-yl)-2-ethynyl-2-(hydroxymethyl)tetrahydrofuran-3-yl butyrate